C(C)(C)(C)OC(=O)N1C[C@H]([C@@H](C1)C=1SC=CC1)C(=O)N1C(OC[C@H]1CC1=CC=CC=C1)=O (3S,4S)-3-[(4R)-benzyl-2-oxo-oxazolidine-3-carbonyl]-4-(thiophen-2-yl)-pyrrolidine-1-carboxylic acid tert-butyl ester